[Cl-].C(C1=CC=CC=C1)N1C(N(C=C1)C)C 1-benzyl-2,3-dimethyl-imidazole chloride